N-(1-amino-3-hydroxy-1-oxopropan-2-yl)-2-methyl-5-(pyridin-2-ylmethoxy)benzofuran NC(C(CO)N1C(C=CC=C1)COC=1C=CC2=C(C=C(O2)C)C1)=O